8-fluorooctyl 8-bromooctanoate BrCCCCCCCC(=O)OCCCCCCCCF